NC1=CC(=NC=N1)OC1=C(C=C(C=C1)C1(NC=NC2=CC=C(C=C12)NC=1OCC(N1)(C)C)N)C 4-(4-((6-aminopyrimidin-4-yl)oxy)-3-methylphenyl)-N6-(4,4-dimethyl-4,5-dihydrooxazol-2-yl)quinazoline-4,6-diamine